(R)-(5-bromo-3-nitro-2-(piperidin-3-ylamino)phenyl)(piperidine-1-yl)methanone BrC=1C=C(C(=C(C1)C(=O)N1CCCCC1)N[C@H]1CNCCC1)[N+](=O)[O-]